2-(3,5-Diiodo-2-methoxy-phenyl)-2,3,5,6,7,8-hexahydro-1H-benzo[4,5]thieno[2,3-d]pyrimidin-4-one IC=1C(=C(C=C(C1)I)C1NC(C2=C(N1)SC1=C2CCCC1)=O)OC